(S)-(4-((3-chloro-4-fluorophenyl)carbamoyl)-7-fluoro-2,3-dihydro-1H-inden-1-yl) carbamate C(N)(O[C@H]1CCC2=C(C=CC(=C12)F)C(NC1=CC(=C(C=C1)F)Cl)=O)=O